FC(OC=1C=C(C=CC1)N1C(N(C2=C1C=C(C(=C2)C(=O)OCC)F)C(C)C)=O)F Ethyl 1-(3-(difluoromethoxy)phenyl)-6-fluoro-3-isopropyl-2-oxo-2,3-dihydro-1H-benzo[d]imidazole-5-carboxylate